OCCS(=O)(=O)C1=C(C(=O)N)C=CC(=N1)C ((2-hydroxyethyl)sulfonyl)-6-methylnicotinamide